7-(1-methylpiperidin-4-yl)-2-(2-phenylquinolin-7-yl)pyrazolo[1,5-a]pyrimidine-3-carbonitrile CN1CCC(CC1)C1=CC=NC=2N1N=C(C2C#N)C2=CC=C1C=CC(=NC1=C2)C2=CC=CC=C2